6-(1-(1-(methylsulfonyl)azetidin-3-yl)-1H-pyrazol-4-yl)-4-(1-(pentan-3-yl)-1H-pyrazol-4-yl)pyrazolo[1,5-a]pyrazine CS(=O)(=O)N1CC(C1)N1N=CC(=C1)C=1N=C(C=2N(C1)N=CC2)C=2C=NN(C2)C(CC)CC